2-chloro-6-(1H-imidazol-1-yl)-4-(2,4,6-triisopropylphenyl)pyridine ClC1=NC(=CC(=C1)C1=C(C=C(C=C1C(C)C)C(C)C)C(C)C)N1C=NC=C1